4-methylthiazole-5-carboxylic acid ethyl ester C(C)OC(=O)C1=C(N=CS1)C